Cl.N[C@@H]1[C@H](CC2(CC2)C1)O (5S,6S)-6-Aminospiro[2.4]heptane-5-ol hydrochloride